2-cyano-5-(4-methylpiperazin-1-yl)thiophene C(#N)C=1SC(=CC1)N1CCN(CC1)C